tert-Butyl (3R)-3-(3-aminopyrazol-1-yl)pyrrolidine-1-carboxylate NC1=NN(C=C1)[C@H]1CN(CC1)C(=O)OC(C)(C)C